1-bromo-5-cyclobutoxy-2,3-difluorobenzene BrC1=C(C(=CC(=C1)OC1CCC1)F)F